S1C=NC2=C1C=CC(=C2)CN(C(C(=O)OC)=O)C2CC2 methyl 2-((benzo[d]thiazol-5-ylmethyl)(cyclopropyl)amino)-2-oxoacetate